cyclooctane-5-carboxylic acid tert-butyl ester C(C)(C)(C)OC(=O)C1CCCCCCC1